N,N-dimethyltriiodothyronine CN([C@@H](CC1=CC(I)=C(C(I)=C1)OC1=CC(I)=C(C=C1)O)C(=O)O)C